C12CN(CC(CC1)O2)C2=CC=C1C(=N2)C=NN1C 5-(8-oxa-3-azabicyclo[3.2.1]octane-3-yl)-1-methyl-1H-pyrazolo[4,3-b]pyridin